C(C)C(COC(CCCCCCC(CN(CCCC(=O)OCCN1CCN(CC1)CCSSCCCN(CC(CCCCCCC(=O)OCC(CC)CC)O)CC(CCCCCCC(=O)OCC(CC)CC)O)CC(CCCCCCC(OCC(CC)CC)=O)O)O)=O)CC Bis(2-ethylbutyl) 9,9'-((3-((2-(4-(2-((4-(bis(9-(2-ethylbutoxy)-2-hydroxy-9-oxononyl)amino)butanoyl)oxy)ethyl)piperazin-1-yl)ethyl)disulfaneyl)propyl)azanediyl)bis(8-hydroxynonanoate)